N-(1-Cyanocyclopropyl)-4-[[2-[2-fluoro-5-hydroxy-4-[1-(trifluoromethyl)cyclopropyl]phenyl]acetyl]amino]pyridine-2-carboxamide C(#N)C1(CC1)NC(=O)C1=NC=CC(=C1)NC(CC1=C(C=C(C(=C1)O)C1(CC1)C(F)(F)F)F)=O